tert-butyl N-[2-[2-[2-(2-bromoethoxy)ethoxy]ethoxy]ethyl]carbamate BrCCOCCOCCOCCNC(OC(C)(C)C)=O